tert-butyl 3,3-difluoro-4-[2-(7-fluoro-2-methylindazol-5-yl) thieno[2,3-d][1,3]thiazol-5-yl]piperidine-1-carboxylate FC1(CN(CCC1C1=CC2=C(N=C(S2)C2=CC3=CN(N=C3C(=C2)F)C)S1)C(=O)OC(C)(C)C)F